ClC=1C=NC(=C(C(=O)NC2CCC(CC2)CN2C(C(C3=CC(=CC=C23)OC)(O)C2=C(C=CC=C2)F)=O)C1)C(F)F 5-chloro-2-(difluoromethyl)-N-((1r,4r)-4-((3-(2-fluorophenyl)-3-hydroxy-5-methoxy-2-oxoindolin-1-yl)methyl)cyclohexyl)nicotinamide